6-(4-chloro-3-isopropyl-3H-imidazo[4,5-c]pyridin-6-yl)-1-((1s,3s)-3-(piperidin-1-yl)cyclobutyl)spiro[indolin-3,4'-piperidin]-2-one ClC1=NC(=CC2=C1N(C=N2)C(C)C)C2=CC=C1C(=C2)N(C(C12CCNCC2)=O)C2CC(C2)N2CCCCC2